NC1C2=CC=CC=C2CC12CCN(CC2)C=2C(=NC(=CN2)C=CC2=NC=CC=N2)CO (3-(1-amino-1,3-dihydrospiro[inden-2,4'-piperidin]-1'-yl)-6-(2-(pyrimidin-2-yl)vinyl)pyrazin-2-yl)methanol